1-methyl-3-((3-((3-methyl-4-((4-(pyridin-3-yl)pyrimidin-2-yl)amino)phenyl)carbamoyl)benzyl)carbamoyl)-4-oxocyclohex-2-ene-1-carboxylate CC1(C=C(C(CC1)=O)C(NCC1=CC(=CC=C1)C(NC1=CC(=C(C=C1)NC1=NC=CC(=N1)C=1C=NC=CC1)C)=O)=O)C(=O)[O-]